3-(3-cyano-4,5-difluorophenyl)-1-((5-(difluoromethyl)-1H-pyrazol-3-yl)methyl)-1-(2-methoxypyrimidin-5-yl)urea C(#N)C=1C=C(C=C(C1F)F)NC(N(C=1C=NC(=NC1)OC)CC1=NNC(=C1)C(F)F)=O